C1(=CC=CC=C1)N1C=CC2=C1N(CN=C2)C 7-phenyl-N-methyl-7H-pyrrolo[2,3-d]Pyrimidine